BrC=1C=C(C=CC1N1CC(NCC1)(C)C)C=1C(=C(C(=O)N)C=CC1)NC=1C=C(C=CC1)C (3-bromo-4-(3,3-dimethylpiperazin-1-yl)phenyl)-2-(m-tolylamino)benzamide